ClC1=C(C=CC(=C1NC1=CC=C(C=C1)F)F)[C@]1(N/C(/N(C(C1)=O)C1CCOCC1)=N\C(OC(C)(C)C)=O)C tert-Butyl (NE)-N-{(4S)-4-[2-chloro-4-fluoro-3-(4-fluoroanilino)phenyl]-4-methyl-6-oxo-1-(tetrahydropyran-4-yl)hexahydropyrimidin-2-ylidene}carbamate